2,5-bis{(β-(dimethylamino)ethyl)aminocarbonyl}terephthalic acid CN(CCNC(=O)C1=C(C(=O)O)C=C(C(=C1)C(=O)O)C(=O)NCCN(C)C)C